diisopropylmethylene(cyclopentadienyl)(fluorenyl)zirconium dichloride [Cl-].[Cl-].C(C)(C)C(C(C)C)=[Zr+2](C1=CC=CC=2C3=CC=CC=C3CC12)C1C=CC=C1